C1(NC(C2CC=CC=C12)=O)=O Isoindole-1,3(2H,3aH)-dione